C(C)OC(=O)C1=CN=C(N1C)N1[C@@H](C[C@@H](C1)OC1=CC=C(C=C1)C(F)(F)F)COC(F)F.FC(C1=CC=CC(=N1)C(=O)N)(F)F 6-(trifluoromethyl)pyridine-2-carboxamide ethyl-2-((2S,4S)-2-((difluoromethoxy)methyl)-4-(4-(trifluoromethyl)phenoxy)pyrrolidin-1-yl)-1-methyl-1H-imidazole-5-carboxylate